FC1=C(C=C(C(=C1)F)C)C=1C(=C2N(N1)CCC2)C2=CC=C1C=NNC1=C2 6-(2-(2,4-Difluoro-5-methylphenyl)-5,6-dihydro-4H-pyrrolo[1,2-b]pyrazol-3-yl)-1H-indazole